C(#N)[C@H]1N(CSC1)C(CC1=NC2=CC=C(C=C2C(=C1)C(=O)N)[C@@H]1COCC1)=O |&1:22| (2-((R)-4-Cyanothiazolidin-3-yl)-2-oxoethyl)-6-((RS)-tetrahydrofuran-3-yl)quinoline-4-carboxamide